O.O.N1=C(C=CC=C1)C1=NC=CC=C1.[Ru] ruthenium bipyridine, dihydrate